2'-METHYL-N-(1-METHYL-1H-INDAZOL-7-YL)-[2,4'-BIPYRIDINE]-5-SULFONAMIDE CC1=NC=CC(=C1)C1=NC=C(C=C1)S(=O)(=O)NC=1C=CC=C2C=NN(C12)C